ClCC=1N=C(OC1)C1=CC2=C(S1)C=CC(=C2)F 4-(chloromethyl)-2-(5-fluorobenzo[b]thiophen-2-yl)oxazole